O=C1N(C(C=C1)=O)CCNCCC(=O)[O-] 2-(2,5-dioxo-2,5-dihydro-1H-pyrrol-1-yl)ethyl-beta-alaninat